CC=1OC2=C(N1)C=CC(=C2)C 2,6-dimethylbenzooxazole